BrC=1C=CC(=C(C1)C#CC=1C(=CC=NC1)OC)NS(=O)(=O)C=1C(=CC=C2C=CC=NC12)C 5-{2-[5-Bromo-2-(7-methylchinolin-8-sulfonamido)phenyl]ethynyl}-4-methoxypyridin